benzyl 4-(4-chloro-2-fluoro-phenyl)-4-[[4-(trifluoromethoxy)phenyl]sulfonylamino]piperidine-1-carboxylate ClC1=CC(=C(C=C1)C1(CCN(CC1)C(=O)OCC1=CC=CC=C1)NS(=O)(=O)C1=CC=C(C=C1)OC(F)(F)F)F